COC(C1=C(C=CC=C1)I)=O methyl-2-iodobenzoate